ClC1=CC=C(C=C1)C(C)(C1CC1)C=1N=C(SC1)NC(C1=C(C=C(C=C1F)N1CCNCC1)F)=O N-(4-(1-(4-chlorophenyl)-1-cyclopropylethyl)thiazol-2-yl)-2,6-difluoro-4-(piperazin-1-yl)benzamide